tert-butyl (R)-(1-(2-(3-((6-(2-hydroxy-4-(trifluoromethyl)phenyl)-5-methylpyridazin-3-yl)amino)piperidin-1-yl)acetyl)azetidin-3-yl)carbamate OC1=C(C=CC(=C1)C(F)(F)F)C1=C(C=C(N=N1)N[C@H]1CN(CCC1)CC(=O)N1CC(C1)NC(OC(C)(C)C)=O)C